N1C(=CC2=CC=CC=C12)C(=O)[Na] indolemonocarbonyl-sodium